(Z)-3-(4-((6-bromohexyl)oxy)phenyl)-2-(3,4,5-tris(dodecyloxy)phenyl)acrylonitrile BrCCCCCCOC1=CC=C(C=C1)\C=C(/C#N)\C1=CC(=C(C(=C1)OCCCCCCCCCCCC)OCCCCCCCCCCCC)OCCCCCCCCCCCC